CC(C(=O)C1=CC=C(C=C1)C)(C)C 2,2-dimethyl-1-(4-methylphenyl)propan-1-one